FC(C(=O)O)(F)F.NC1=NC(=C2N=CNC2=N1)NC(C)C=1N=C2N(C(C1C1=CC(=CC=C1)C)=O)C(=CC=C2)C 2-{1-[(2-Amino-9H-purin-6-yl)amino]ethyl}-6-methyl-3-(3-methylphenyl)-4H-pyrido[1,2-a]pyrimidin-4-one Trifluoroacetic Acid Salt